nickel-cobalt nitrate [N+](=O)([O-])[O-].[Co+2].[Ni+2].[N+](=O)([O-])[O-].[N+](=O)([O-])[O-].[N+](=O)([O-])[O-]